ClC1=C(CS(=O)(=O)C2=NN=C3N2C(=CC(N3)=O)CCC)C(=CC=C1)F 3-[(2-chloro-6-fluorobenzyl)sulfonyl]-5-propyl[1,2,4]triazolo[4,3-a]pyrimidin-7(8H)-one